(S)-methyl 2-(bromomethyl)-1-(oxetan-2-ylmethyl)-1H-thieno[2,3-d]imidazole-5-carboxylate BrCC=1N(C2=C(N1)SC(=C2)C(=O)OC)C[C@H]2OCC2